(R)-(1-(4-fluorophenyl)6-((4-fluorophenyl)sulfonyl)-4,4a,5,6,7,8-hexahydro-1H-pyrazolo[3,4-g]isoquinolin-4a-yl)(pyridin-2-yl)methanone FC1=CC=C(C=C1)N1N=CC2=C1C=C1CCN(C[C@]1(C2)C(=O)C2=NC=CC=C2)S(=O)(=O)C2=CC=C(C=C2)F